(5-(4-cyclopropyl-1H-imidazol-1-yl)-2-fluoro-4-methylphenyl)-5-(4-isopropyl-4H-1,2,4-triazol-3-yl)-3H-imidazo[4,5-b]Pyridine C1(CC1)C=1N=CN(C1)C=1C(=CC(=C(C1)C1=NC=2C(=NC(=CC2)C2=NN=CN2C(C)C)N1)F)C